N-(1-methyl-1H-imidazol-2-yl)-N-(thiophen-2-ylmethyl)-2-(p-tolyloxy)acetamide CN1C(=NC=C1)N(C(COC1=CC=C(C=C1)C)=O)CC=1SC=CC1